5'-deoxytrifluoromethyl-uridine FC(F)(F)[C@@]1([C@H](O)[C@H](O)[C@@H](C)O1)N1C(=O)NC(=O)C=C1